(3S,6S,14S)-6-acetamido-N-((S)-5-guanidino-1-oxo-1-(thiazol-2-yl)pentan-2-yl)-3-isobutyl-2,5,8-trioxo-1,4,9-triazacyclotetradecane-14-carboxamide C(C)(=O)N[C@@H]1C(N[C@H](C(N[C@@H](CCCCNC(C1)=O)C(=O)N[C@H](C(C=1SC=CN1)=O)CCCNC(=N)N)=O)CC(C)C)=O